N-(N,N-dimethylsulfamoyl)-2-(2,2,7-trifluoro-3-oxo-6-(2,3,4,6-tetrafluorophenyl)-2,3-dihydro-4H-benzo[b][1,4]oxazin-4-yl)acetamide CN(S(=O)(=O)NC(CN1C2=C(OC(C1=O)(F)F)C=C(C(=C2)C2=C(C(=C(C=C2F)F)F)F)F)=O)C